(S)-N-(7-(4-fluorobenzyl)-2-methyl-2,3-dihydro-1H-pyrido[2,3-b][1,4]oxazin-6-yl)propionamide FC1=CC=C(CC2=CC3=C(OC[C@@H](N3)C)N=C2NC(CC)=O)C=C1